4-(4-sulfamoylphenyl)sulfonylpiperazine-1-carboxylic acid tert-butyl ester C(C)(C)(C)OC(=O)N1CCN(CC1)S(=O)(=O)C1=CC=C(C=C1)S(N)(=O)=O